CN1C(CCC1)=O 1-methylpyrrolidin-2-On